FC(C(C(=O)O)=C(C(C(N(F)F)(F)F)(F)F)C(=O)SC(C(F)(F)F)(F)F)(C(C(C(C(C(C(F)(F)F)(F)F)(F)F)(F)F)(F)F)(F)F)F.FC1=NC(=CC(=C1)NC1=CC=C(C(=N1)C(=O)NC1(CCCCC1)C)OC)F 6-[(2,6-difluoro-4-pyridinyl)amino]-3-methoxy-N-(1-methylcyclohexyl)pyridine-2-carboxamide perfluorohexylethyl-thio-carbonyl-aminoethyl-methacrylate